COC(=O)N1CCC(CC1)C1=NC=C(C=C1)C1=NNC=2C1=NC(=C(C2)OC)C2=C1CCC(C1=CC=C2)C#N 4-(5-(5-(1-cyano-2,3-dihydro-1H-inden-4-yl)-6-methoxy-1H-pyrazolo[4,3-b]pyridin-3-yl)pyridin-2-yl)piperidine-1-carboxylic acid methyl ester